C1N(CCC2=CC=CC=C12)C(=O)OCC(CN1CC2=C(CC1)SC=C2)O 3-(6,7-dihydrothieno[3,2-c]pyridin-5(4H)-yl)-2-hydroxypropyl 3,4-dihydroisoquinoline-2(1H)-carboxylate